C(C1=CC=CC=C1)N1CC(CC1)(C(=O)[O-])F.[K+].COC1=NC(=CC=C1CNCCNC(C)=O)OCC=1C(=C(C=CC1)C1=CC=CC=C1)C N-{2-[({2-methoxy-6-[(2-methyl[1,1'-biphenyl]-3-yl)methoxy]pyridin-3-yl}methyl)amino]ethyl}acetamide potassium 1-benzyl-3-fluoropyrrolidine-3-carboxylate